(1-hydroxycyclopentyl)methyl (1-hydroxy-7-methyl-1,3-dihydrobenzo[c][1,2]oxaborole-6-carbonyl)-L-valinate OB1OCC2=C1C(=C(C=C2)C(=O)N[C@@H](C(C)C)C(=O)OCC2(CCCC2)O)C